C(C1=CC=CC=C1)(=O)NCC(C(=O)O)C1=CC=C(C=C1)Cl 3-benzoylamino-2-(4-chlorophenyl)propionic acid